Cl.FC1=C(C=CC(=C1)C=1C=NNC1)C1CCNCC1 4-(2-fluoro-4-(1H-pyrazol-4-yl)phenyl)piperidine hydrochloride